ClC1=CC(=CC=2N=C(OC21)C=2C=C(C=CC2)C2=C(C=C(C=C2)F)C2=NN=CN2C)C(=O)OC Methyl 7-chloro-2-(4'-fluoro-2'-(4-methyl-4H-1,2,4-triazol-3-yl)-[1,1'-biphenyl]-3-yl)benzo[d]oxazole-5-carboxylate